cis-3-hexadecene-1,16-dicarboxylic acid C(C\C=C/CCCCCCCCCCCCC(=O)O)C(=O)O